C(C1=CC=CC=C1)OC(=O)N1CCC(CC1)NC1CC(C1)NC(=O)OC(C)(C)C 4-((3-((tert-butoxycarbonyl)amino)cyclobutyl)amino)piperidine-1-carboxylic acid benzyl ester